[C@@H]1([C@H](CC=CC1)CO)CO (1R,2S)-cyclohex-4-ene-1,2-dimethanol